ClCCCC1(CC1)O 1-(3-chloropropyl)cyclopropanol